1-(4-(4-chloro-2-(tetrahydro-1H-furo[3,4-c]pyrrol-5(3H)-yl)benzyl)piperazine-1-carbonyl)-1H-pyrazole-3-carboxylic acid ClC1=CC(=C(CN2CCN(CC2)C(=O)N2N=C(C=C2)C(=O)O)C=C1)N1CC2C(C1)COC2